C(C[C@@H]([C@@H](/C=C/C=C/C=C\\C=C\\CC(=O)O)SC[C@@H](C(=O)O)N)O)CC(=O)O The molecule is an icosanoid that is leukotriene E4 in which the isolated double bond has migrated into conjugation with the triene moiety and in which four methylene groups have been lost from the resulting carboxyalkyl chain. It has a role as a metabolite. It is a L-cysteine thioether, an icosanoid, a secondary alcohol, a tricarboxylic acid and a non-proteinogenic L-alpha-amino acid. It derives from a leukotriene E4.